BrC1=CC=C(C=C1)C#CC(=O)N(C1=CC=CC=C1)CCO 3-(4-bromophenyl)-N-(2-hydroxyethyl)-N-phenylpropan-2-ynamide